Ethyl (3-phenyl-3-(4-(trifluoromethyl)phenoxy)propyl)-L-valinate C1(=CC=CC=C1)C(CCN[C@@H](C(C)C)C(=O)OCC)OC1=CC=C(C=C1)C(F)(F)F